2-amino-N-methyl-N-(2-oxo-2-((6-(trifluoromethoxy)benzo[d]thiazol-2-yl)amino)ethyl)acetamide NCC(=O)N(CC(NC=1SC2=C(N1)C=CC(=C2)OC(F)(F)F)=O)C